FC1=C(C(N=[N+]=[N-])(F)O)C=CC=C1 difluoroazidobenzyl alcohol